FC(F)(F)SC1CN(CC1)C(=O)OC(C)(C)C tert-butyl 3-[(trifluoromethyl)sulfanyl]pyrrolidine-1-carboxylate